C(C)(=O)NC1=NN(C=C1)C(=O)N1CCN(CC1)CC1=CC(=C(C(=O)N)C=C1)C(F)(F)F 4-((4-(3-Acetamido-1H-pyrazole-1-carbonyl)piperazin-1-yl)methyl)-2-(trifluoromethyl)benzamide